2,5-dioxopyrrolidin-1-yl 3-oxo-1-phenyl-2,7,10,13,16-pentaoxa-4-azanonadecan-19-oate O=C(OCC1=CC=CC=C1)NCCOCCOCCOCCOCCC(=O)ON1C(CCC1=O)=O